(E)-S-(2-(2-amino-3-methylbutylamino) ethyl) thiocarbonate C(SCCNCC(C(C)C)N)([O-])=O